C(C(=C)C)(=O)OCC(C)(COC(C(=C)C)=O)C neopentyl glycol bismethacrylate